ClC=1C=C(C=C(C1)Cl)C1(C=C(NO1)C1=CC=C(C(=O)N)C=C1)C(F)(F)F 4-(5-(3,5-dichlorophenyl)-5-(trifluoromethyl)-3-isoxazolyl)benzamide